NC=1N=C2N(C=C(C=C2)C=2C(=C3C=CNC3=CC2)Cl)C1C(=O)[C@H]1[C@H](C1)F (2-amino-6-(4-chloro-1H-indol-5-yl)imidazo[1,2-a]pyridin-3-yl)((1S,2S)-2-fluorocyclopropyl)methanone